2-[4-(4-chlorophenyl)-5-(pyridin-4-yl)-1H-imidazol-1-yl]-N-[(3S)-1-methylpiperidin-3-yl]acetamide ClC1=CC=C(C=C1)C=1N=CN(C1C1=CC=NC=C1)CC(=O)N[C@@H]1CN(CCC1)C